(1R,3S)-3-(3-{[(5-meth-oxypyrazin-2-yl)acetyl]-amino}-1H-pyrazol-5-yl)-cyclopentyl (2S,4S)-2,4-dimethylazetidine-1-carboxylate C[C@@H]1N([C@H](C1)C)C(=O)O[C@H]1C[C@H](CC1)C1=CC(=NN1)NC(CC1=NC=C(N=C1)OC)=O